Cl.NC1=C2N=CN(C2=NC(=N1)Cl)C1CCC(CC1)C(=O)NC=1SC=2C=NC=CC2N1 4-(6-amino-2-chloro-9H-purin-9-yl)-N-([1,3]thiazolo[5,4-c]pyridin-2-yl)cyclohexanecarboxamide hydrochloride